C(C)(=O)O (E)-acetic acid